BrC1=CC=C(C=C1)C1=NN(C(C1)C1=CC=CC=C1)C1=CC=CC=C1 3-(4-bromophenyl)-1,5-diphenyl-4,5-dihydro-1H-pyrazole